2,3,5,6-tetrakis(diphenylamino)benzonitrile C1(=CC=CC=C1)N(C1=C(C#N)C(=C(C=C1N(C1=CC=CC=C1)C1=CC=CC=C1)N(C1=CC=CC=C1)C1=CC=CC=C1)N(C1=CC=CC=C1)C1=CC=CC=C1)C1=CC=CC=C1